1,2-dimethyl-3H-pyrrolo[3,2-f]quinoline CC1=C(NC=2C1=C1C=CC=NC1=CC2)C